4,5-difluoro-2-nitro-phenol FC1=CC(=C(C=C1F)O)[N+](=O)[O-]